C(C(C)C)NC=1C2=C(N=C(C1)NC1=C(C=C(C=C1)S(=O)(=O)C)OC)NC=C2 N4-isobutyl-N6-(2-methoxy-4-(methylsulfonyl)phenyl)-1H-pyrrolo[2,3-b]pyridine-4,6-diamine